6-phenylpyridine-3,5-dinitrile C1(=CC=CC=C1)C1=C(C=C(C=N1)C#N)C#N